CC(C[C@H]1[C@@H](C[C@H]2N(CCC3=CC(=C(C=C23)OC)OC(C)C)C1)O)(C)C (2R,3R,11bR)-3-(2,2-dimethylpropyl)-10-methoxy-9-(propan-2-yloxy)-1H,2H,3H,4H,6H,7H,11bH-pyrido[2,1-a]isoquinolin-2-ol